6-(6-(2-hydroxypropan-2-yl)pyridin-3-yl)-4-((trans-4-methoxycyclohexyl)methyl)-3,4-dihydropyrazino[2,3-b]pyrazin-2(1H)-one OC(C)(C)C1=CC=C(C=N1)C=1N=C2C(=NC1)NC(CN2C[C@@H]2CC[C@H](CC2)OC)=O